C1(CC1)C1=NC(=NO1)C1(CCN(CC1)C(=O)N[C@@H]1C(CCC[C@H]1N1CCN(CC1)C(C)C)(F)F)C 4-(5-cyclopropyl-1,2,4-oxadiazol-3-yl)-N-{(1S,6R)-2,2-difluoro-6-[4-(propan-2-yl)piperazin-1-yl]cyclohexyl}-4-methylpiperidine-1-carboxamide